FC=1C(=C2C(=NC1N1CC3(CN(C3)C(C=C)=O)CC1)CC(OC2)(C)C)C2=CC(=CC1=CC=CC=C21)O (P)-1-(6-(3-fluoro-4-(3-hydroxy-1-naphthalenyl)-7,7-dimethyl-7,8-dihydro-5H-pyrano[4,3-b]pyridin-2-yl)-2,6-diazaspiro[3.4]octan-2-yl)-2-propen-1-one